N-((R)-1-(3-(difluoromethyl)-2-fluorophenyl)ethyl)-8-methyl-3-(2-methylmorpholino)pyrido[2,3-d]Pyridazin-5-amine FC(C=1C(=C(C=CC1)[C@@H](C)NC1=C2C(=C(N=N1)C)N=CC(=C2)N2CC(OCC2)C)F)F